(4-(1H-pyrazol-1-yl)piperidin-1-yl)(4-(piperidine-1-carbonyl)-6-(pyrazolo[1,5-a]pyridin-2-ylmethoxy)quinolin-2-yl)methanone N1(N=CC=C1)C1CCN(CC1)C(=O)C1=NC2=CC=C(C=C2C(=C1)C(=O)N1CCCCC1)OCC1=NN2C(C=CC=C2)=C1